CC1=C(C=CC=C1COC1=CC=C(C(=N1)OC)CNC[C@@H](C)O)C1=C(C(=CC=C1)COC1=CC=C(C(=N1)OC)CNC[C@@H](C)O)C (2R,2'R)-1,1'-((((((2,2'-dimethyl-[1,1'-biphenyl]-3,3'-diyl)bis(methylene))bis(oxy))bis(2-methoxypyridine-6,3-diyl))bis(methylene))bis(azanediyl))bis(propan-2-ol)